C(C=C)(=O)N1[C@H](CN(CC1)C1=NC(=NC=2CC(CCC12)N1CC2=CC=CC=C2C1)OCCN(C)C)CC#N 2-((2S)-1-Acryloyl-4-(2-(2-(dimethylamino)ethoxy)-7-(isoindolin-2-yl)-5,6,7,8-tetrahydroquinazolin-4-yl)piperazin-2-yl)acetonitrile